C(C=C)(=O)NC=1C(=CC(=C(C1)NC1=NC=C(C(=N1)N1CC(C2=NC(=CC=C21)C)(C)C)C(=O)OC(C)C)OC)N2C[C@@H](CCC2)N(C)C isopropyl (R)-2-((5-acrylamido-4-(3-(dimethylamino)piperidin-1-yl)-2-methoxyphenyl)amino)-4-(3,3,5-trimethyl-2,3-dihydro-1H-pyrrolo[3,2-b]pyridin-1-yl)pyrimidine-5-carboxylate